C(C)(C)(C)OC(=O)N1[C@@H](CC(C1)(C)C)C(=O)O (S)-1-tert-butoxycarbonyl-4,4-dimethylpyrrolidine-2-carboxylic acid